ClC=1C=C(C(=O)N2CC=3C(=NN4C3C(N(C[C@H]4C(=O)O)C(C)C=4C=NC(=CC4)C(C)(C)O)=O)C[C@H]2C)C=CC1Cl (3R,7S)-2-(3,4-dichlorobenzoyl)-9-(1-(6-(2-hydroxypropan-2-yl)pyridin-3-yl)ethyl)-3-methyl-10-oxo-1,2,3,4,7,8,9,10-octahydropyrido[4',3':3,4]pyrazolo[1,5-a]pyrazine-7-carboxylic acid